BrC=1C=2N(C=CC1)N=C(C2)C 4-bromo-2-methylpyrazolo[1,5-a]pyridine